[Pt].C(C)(C)(C)P(C(C)(C)C)C(C)(C)C.C(C)(C)(C)P(C(C)(C)C)C(C)(C)C bis(tri-tert-butylphosphine) platinum (0)